4-(hydroxyphenyl)-3-(4-bromophenyl)-2-propen-1-one OC1=C(C=CC=C1)C1(CC=C(C=C1)C=CC=O)Br